oxazolo[4,5-b]Pyridine-5-carboxylic acid methyl ester COC(=O)C1=CC=C2C(=N1)N=CO2